6-fluoroquinoline FC=1C=C2C=CC=NC2=CC1